C(C)(C)(C)OC(=O)N1CC=2N=C(N=CC2CC1)Cl.C(C(C(CC(=O)O)C(=O)O)C(=O)O)C(=O)OC1CC(N(C(C1)(C)C)C)(C)C (1,2,2,6,6-pentamethyl-4-piperidyl) 1,2,3,4-butanetetracarboxylate tert-butyl-2-chloro-5H,6H,8H-pyrido[3,4-d]pyrimidine-7-carboxylate